CC1(CC1)N(C(OC(C)(C)C)=O)N=O tert-butyl (1-methylcyclopropyl)(nitroso)carbamate